BrC1=CC(=C(C=C1C)N(C(C#CC([2H])([2H])[2H])=O)C1=NN(C2=CC=CC=C12)C([2H])([2H])[2H])C N-(4-bromo-2,5-dimethylphenyl)-N-(1-(methyl-d3)-1H-indazol-3-yl)but-2-ynamide-d3